CC(C#N)(C)C=1C=NC(=CC1)C 2-methyl-2-(6-methylpyridin-3-yl)propionitrile